(R)-1-(4-hydroxy-4-(8-methoxy-4-((1-(2-methyl-3-(trifluoromethyl)phenyl)-ethyl)amino)pyrido[3,4-d]pyrimidin-6-yl)-2,2,6,6-tetramethylpiperidin-1-yl)ethan-1-one OC1(CC(N(C(C1)(C)C)C(C)=O)(C)C)C1=CC2=C(N=CN=C2N[C@H](C)C2=C(C(=CC=C2)C(F)(F)F)C)C(=N1)OC